N-eicosapentaenoylethanolamine CCCCCCCCC/C=C/C=C/C=C/C=C/C=C/C(=O)NCCO